2,4,6-tris(2-hydroxy-3-methyl-4-ethoxyethoxyphenyl)-1,3,5-triazine OC1=C(C=CC(=C1C)OCCOCC)C1=NC(=NC(=N1)C1=C(C(=C(C=C1)OCCOCC)C)O)C1=C(C(=C(C=C1)OCCOCC)C)O